C(CCCCCC)OC1=CC=C2C=3C=CC(=CC3N(C2=C1)CCCCCCCC)N(C1=CC=CC=C1)C1=CC=C(C=C1)[N+](=O)[O-] 7-(Heptyloxy)-N-(4-nitrophenyl)-9-octyl-N-phenyl-9H-carbazol-2-amine